C(C)(C)C=1C=NN2C1N=C(N=C2NC2CCN(CC2)C(=O)OC(C)(C)C)S(=O)(=O)C tert-butyl 4-((8-isopropyl-2-(methylsulfonyl)pyrazolo[1,5-a][1,3,5]triazine-4-yl)amino)piperidine-1-carboxylate